(4-((3-amino-1H-indazol-1-yl)methyl)phenyl)methanol NC1=NN(C2=CC=CC=C12)CC1=CC=C(C=C1)CO